O1CCC1 (2S)-oxetane